ClC=1C=C2C(=C3C1NC(NC31CCCCC1)=O)OC(=N2)CN(C2CCOCC2)C 5-chloro-2-{[methyl(oxan-4-yl)amino]methyl}-7,8-dihydro-6H-spiro[[1,3]oxazolo[5,4-f]quinazoline-9,1'-cyclohexan]-7-one